(S)-4-(isoindolin-4-ylamino)-1-methylpyrrolidin-2-one C1NCC2=C(C=CC=C12)N[C@H]1CC(N(C1)C)=O